CNC1=NC(=NC(=C1)C)NC=1C=C(C2=C(CCO2)C1)OCCN1CCCC1 N4,6-dimethyl-N2-[7-(2-pyrrolidin-1-ylethoxy)-2,3-dihydrobenzofuran-5-yl]pyrimidine-2,4-diamine